C(#N)C1=CC=C(C=C1)N(C(N(C)C1=CC=2OC(C(=CC2S1)C(=O)O)=O)=O)C 2-(3-(4-cyanophenyl)-1,3-dimethylureido)-5-oxo-5H-thieno[3,2-b]pyran-6-carboxylic acid